CC1(OB(OC1(C)C)C1=CC=C(OCCN2CCC3(CC(C3)O)CC2)C=C1)C 7-(2-(4-(4,4,5,5-tetramethyl-1,3,2-dioxaborolan-2-yl)phenoxy)ethyl)-7-azaspiro[3.5]nonan-2-ol